racemic-2-amino-1,2-diphenylethanol NC(C(O)C1=CC=CC=C1)C1=CC=CC=C1